ClC1=CC=C(C=C1)C1=C(N=C(O1)C1=CC=CC=C1)N1C=C(C=2C=CC=NC2C1=O)C1=NNN=C1 7-(5-(4-chlorophenyl)-2-phenyloxazol-4-yl)-5-(2H-1,2,3-triazol-4-yl)-1,7-naphthyridin-8(7H)-one